N-(2,6-Dimethyl-phenyl)chloroacetamide Methyl-4-bromo-3-chloro-6-(2-chloro-4-(trifluoromethyl)phenyl)picolinate COC(C1=NC(=CC(=C1Cl)Br)C1=C(C=C(C=C1)C(F)(F)F)Cl)=O.CC1=C(C(=CC=C1)C)NC(CCl)=O